Cl[SiH]1C[SiH](CCC1)CC 1-chloro-3-ethyl-1,3-disilacyclohexane